CCCCC(CCCCCCCCCC)=O E-5-pentadecanone